IC(C=O)CC iodobutanal